CP(C=1C=C2C(=NC(=NC2=CC1NC=1C=NN(C1)C)C)N[C@H](C)C1=C(C(=CC=C1)C(F)(F)F)C)(C)=O (R)-dimethyl(2-methyl-7-((1-methyl-1H-pyrazole-4-yl)amino)-4-((1-(2-methyl-3-(trifluoromethyl)phenyl)ethyl)amino)quinazolin-6-yl)phosphine oxide